OCC=1N=C(SC1)C1=NOC(=N1)CC(C)(O)C 1-(3-(4-(hydroxymethyl)thiazol-2-yl)-1,2,4-oxadiazol-5-yl)-2-methylpropan-2-ol